C(C)OC(C(C1=C2N(C=N1)C[C@@H](C2)F)N2N=C1C(=C(C=C(C1=C2)Cl)C2=CC=C(C=C2)C2CCN(CC2)C2CC2)Cl)=O 2-(4,7-dichloro-6-(4-(1-cyclopropylpiperidin-4-yl)phenyl)-2H-indazol-2-yl)-2-((R)-6-fluoro-6,7-dihydro-5H-pyrrolo[1,2-c]imidazol-1-yl)acetic acid ethyl ester